C(=O)(O)COC1=C(N(CC(=O)O)CC(=O)O)C=CC=C1 2-carboxymethoxyaniline-N,N-di-acetic acid